C(C)OC(=O)C=1N=CSC1\C=C(\COC1=C(C=C(C=C1)C#CCN(C)C)F)/C 5-[(1E)-3-{4-[3-(dimethylamino)prop-1-yn-1-yl]-2-fluorophenoxy}-2-methylpropan-1-en-1-yl]-1,3-thiazole-4-carboxylic acid ethyl ester